1,2,4,5-benzenetetra-amide C=1(C(=CC(=C(C1)C(=O)N)C(=O)N)C(=O)N)C(=O)N